N5-((1R,5S,6s)-3-Azabicyclo[3.1.0]hexan-6-yl)-N-methyl-3-phenyl-2,3-dihydrobenzofuran-5,7-dicarboxamide [C@@H]12CNC[C@H]2C1N(C(=O)C=1C=C(C2=C(C(CO2)C2=CC=CC=C2)C1)C(=O)N)C